C(C)(C)(C)O[C@@H]([C@@H](C(=O)N1[C@@H]([C@H]2C([C@H]2C1)(C)C)C(=O)NC(C#N)C1=CN=CC2=CC=CC(=C12)Cl)NC=1SC=CN1)C (1R,2S,5S)-3-[(2S,3R)-3-tert-butoxy-2-(thiazol-2-ylamino)butanoyl]-N-[(5-chloro-4-isoquinolyl)-cyano-methyl]-6,6-dimethyl-3-azabicyclo[3.1.0]hexane-2-carboxamide